S(=[Se])(=O)(O)O.NCCS cysteamine selenosulfate